FC1C(COC1)(C#N)N1CCC(CC1)I 4-fluoro-3-(4-iodopiperidin-1-yl)tetrahydrofuran-3-carbonitrile